catechol compound with oxygen [O].C=1(O)C(O)=CC=CC1